1-(4-((4-((5'-Bromo-2',3',4'-trifluoro-4-methoxy-[1,1'-biphenyl]-3-yl)amino)-7-Methoxyquinazolin-6-yl)oxy)piperidin-1-yl)prop-2-en-1-one BrC=1C(=C(C(=C(C1)C1=CC(=C(C=C1)OC)NC1=NC=NC2=CC(=C(C=C12)OC1CCN(CC1)C(C=C)=O)OC)F)F)F